2-(6-(morpholinomethyl)-3-(4-sulfamoylbenzyl)-1H-indol-1-yl)thiazole-4-carboxylic acid O1CCN(CC1)CC1=CC=C2C(=CN(C2=C1)C=1SC=C(N1)C(=O)O)CC1=CC=C(C=C1)S(N)(=O)=O